4-((1,3-difluoropropan-2-yl)oxy)benzyl (2,4-difluorobenzyl)(1-methylpiperidin-4-yl)carbamate FC1=C(CN(C(OCC2=CC=C(C=C2)OC(CF)CF)=O)C2CCN(CC2)C)C=CC(=C1)F